CC(C#CCO)C=C 4-Methyl-5-hexen-2-yn-1-ol